NC1=C(C=C(C=N1)C1=CC=C(C=C1)NS(=O)(=O)CCN1[C@@H](CCC1)CO)OCC1=C(C(=CC=C1F)F)Cl 2-[(2S)-2-hydroxymethyl-pyrrolidin-1-yl]-ethanesulfonic acid {4-[6-amino-5-(2-chloro-3,6-difluoro-benzyloxy)-pyridin-3-yl]-phenyl}-amide